C(=C)C1=CC(=NC=C1)C1=NC=CC(=C1)C=C 4,4'-divinyl-2,2'-bipyridyl